COC1=CC2=C(N(C=N2)C2=CC=C(C(=N2)C2=C(C(=O)N)C=CC=C2)[C@@H](C)O)C=C1OC (R)-2-(6-(5,6-dimethoxy-1H-benzo[d]imidazol-1-yl)-3-(1-hydroxyethyl)pyridin-2-yl)benzamide